2-(n-hexylamino)-2-oxoacetic acid C(CCCCC)NC(C(=O)O)=O